BrC=1C=C(C(=NC1)OCC1CN(CCC1)C)N 5-Bromo-2-((1-methylpiperidin-3-yl)methoxy)pyridin-3-amine